BrC1=C2C=CNC2=CC(=C1SC1=CC(=NC=C1)C(=O)O)F 4-((4-bromo-6-fluoro-1H-indol-5-yl)thio)picolinic acid